NC1=NC(=C2C(=N1)N(N=C2)CC2=CC=C(C=C2)N)C=2C=C(C=NC2)C#N 5-[6-amino-1-[(4-aminophenyl)methyl]pyrazolo[3,4-d]pyrimidin-4-yl]pyridine-3-carbonitrile